2-((R)-sec-Butyl)-4-(4-(4-(4-(((2R,4R)-2-(2,4-dichlorophenyl)-1,3-dioxolan-4-yl)methoxy)phenyl)piperazin-1-yl)phenyl)-2,4-dihydro-3H-1,2,4-triazol-3-one [C@@H](C)(CC)N1N=CN(C1=O)C1=CC=C(C=C1)N1CCN(CC1)C1=CC=C(C=C1)OC[C@H]1O[C@@H](OC1)C1=C(C=C(C=C1)Cl)Cl